C(CCC)C1(CS(C2=C(N(C1)C1=CC=C(C=C1)F)C=C(C(=C2)OCC(C(=O)O)(C)C)SC)(=O)=O)CC 3-((3-butyl-3-ethyl-5-(4-fluorophenyl)-7-(methylsulfanyl)-1,1-dioxo-2,3,4,5-tetrahydro-1,5-benzothiazepin-8-yl)oxy)-2,2-dimethylpropionic acid